C(C)(C)(C)OC(CCCCCCC(=O)NCC=1C(=NC=2NCCCC2C1)CCCCCC[C@@H](CC(=O)OC)C=1C=NC(=NC1)C)=O methyl (3S)-9-(3-[[8-(tert-butoxy)-8-oxooctanamido]methyl]-5,6,7,8-tetrahydro-1,8-naphthyridin-2-yl)-3-(2-methylpyrimidin-5-yl)nonanoate